1-(3,3-dimethylindoline-1-carbonyl)-4-[2-(N-(2-fluorophenyl)anilino)-2-oxo-ethyl]piperidine-4-carboxylic acid CC1(CN(C2=CC=CC=C12)C(=O)N1CCC(CC1)(C(=O)O)CC(=O)N(C1=CC=CC=C1)C1=C(C=CC=C1)F)C